4-bromo-5-(bromomethyl)-2-fluorobenzoic acid BrC1=CC(=C(C(=O)O)C=C1CBr)F